N-(3-chlorophenyl)-2-fluoro-5-(4,4,5,5-tetramethyl-1,3,2-dioxaborolan-2-yl)benzamide ClC=1C=C(C=CC1)NC(C1=C(C=CC(=C1)B1OC(C(O1)(C)C)(C)C)F)=O